N-(4-(((2S,4R)-2-methyl-1-propionyl-1,2,3,4-tetrahydroquinolin-4-yl)amino)phenyl)nonanamide C[C@@H]1N(C2=CC=CC=C2[C@@H](C1)NC1=CC=C(C=C1)NC(CCCCCCCC)=O)C(CC)=O